N-[5-(7-fluoro-1H-benzimidazol-2-yl)-1-methyl-pyrazol-3-yl]-6-[4-(2-hydroxyethyl)piperazin-1-yl]pyridine-3-carboxamide FC1=CC=CC2=C1NC(=N2)C2=CC(=NN2C)NC(=O)C=2C=NC(=CC2)N2CCN(CC2)CCO